COC=1C=C(C=C(C1)OC)C1=CC2=C(N=C(N=C2)SC)NC1=O 6-(3,5-dimethoxyphenyl)-2-(methylthio)pyrido[2,3-d]pyrimidin-7(8H)-one